C(C)N1C(N(C(C12CCN(CC2)CC2CCOCC2)=O)C2=CC(=CC(=C2)C)F)=O 1-Ethyl-3-(3-fluoro-5-methylphenyl)-8-((tetrahydro-2H-pyran-4-yl)methyl)-1,3,8-triazaspiro[4.5]decane-2,4-dione